C(C(=C)C)(=O)OCCCC[Si](OC)(OC)OC 3-trimethoxysilylmethyl-propyl methacrylate